(3-chloro-5-(2-(4-chlorophenyl)propan-2-yl)phenyl)-5-((S-methylsulfonimidoyl)methyl)benzo[b]thiophene-2-carboxamide ClC=1C=C(C=C(C1)C(C)(C)C1=CC=C(C=C1)Cl)C=1C2=C(SC1C(=O)N)C=CC(=C2)CS(=O)(=N)C